COC=1C(=NC(=NC1C=1C=C2C=CC=NC2=CC1)N1CCOCC1)C1=CC(=CC=C1)C1=NN(C=C1)C 4-(5-methoxy-4-(3-(1-methyl-1H-pyrazol-3-yl)phenyl)-6-(quinolin-6-yl)pyrimidin-2-yl)morpholine